C1(CC1)COC1=CC=CC(=N1)C1=CC(=C(C(=C1)F)N1CCCC1)F (S)-1-[4-(6-Cyclopropylmethoxy-pyridin-2-yl)-2,6-difluoro-phenyl]-pyrrolidine